N[C@]1(CN(CC1)C1=C(C(=CC(=C1)Cl)CC)CN1C2=NC=NC(=C2N=C1)N)CCC1=NN=C(S1)NC (R)-5-(2-(3-amino-1-(2-((6-amino-9H-purin-9-yl)methyl)-5-chloro-3-ethylphenyl)pyrrolidin-3-yl)ethyl)-N-methyl-1,3,4-Thiadiazol-2-amin